ClC1=CC(N(C=C1)C[C@@H]1CCN(CC12CCCC2)C(=O)N2[C@@H](C[C@@H](CC2)NC)C2=CC=CC=C2)=O 4-Chloro-1-(((R)-7-((2S,4R)-4-(methylamino)-2-phenylpiperidine-1-carbonyl)-7-azaspiro[4.5]decan-10-yl)methyl)pyridin-2(1H)-one